2-((6-(2,2,2-trifluoroethyl)benzo[d]thiazol-2-yl)amino)-4-(4-methoxyacetylpiperazin-1-yl)pyridine FC(CC1=CC2=C(N=C(S2)NC2=NC=CC(=C2)N2CCN(CC2)C(COC)=O)C=C1)(F)F